FC(N1N=CC(=C1)C1=CC(=C(COC2=CC=CC(=N2)C2CCN(CC2)CC2=NC3=C(N2C[C@H]2OCC2)C=C(C=C3)C(=O)O)C=C1)F)F (S)-2-((4-(6-((4-(1-(difluoromethyl)-1H-pyrazol-4-yl)-2-fluorobenzyl)oxy)pyridin-2-yl)piperidin-1-yl)methyl)-1-(oxetan-2-ylmethyl)-1H-benzo[d]imidazole-6-carboxylic acid